OC=1NC=CC1 2-hydroxypyrrol